3,5-dichloro-4-((4-methyl-2-(2-chloropyridin-4-yl)quinolin-6-yl)oxy)benzene ClC=1C=CC=C(C1OC=1C=C2C(=CC(=NC2=CC1)C1=CC(=NC=C1)Cl)C)Cl